C(C)OC(=O)C1=C(C=2CN(CCC2S1)CC1=CC=CC=C1)C 5-benzyl-3-methyl-4,5,6,7-tetrahydrothieno[3,2-c]pyridine-2-carboxylic acid ethyl ester